tetrafluoro-1,3-phenylenediamine FN(C1=CC(=CC=C1)N(F)F)F